2-(cyclopenten-1-yl)-4-phenoxy-pyrimidine-5-carboxylic acid ethyl ester C(C)OC(=O)C=1C(=NC(=NC1)C1=CCCC1)OC1=CC=CC=C1